O=C1NC(CCC1N1C(C2=CC=C(C=C2C1=O)OCCOCCOCCOCCOCCOC1=C(C#N)C=C(C=N1)C=1C=CC=2C3=C(N(C2C1)C)C=CN=C3)=O)=O 2-((14-((2-(2,6-dioxopiperidin-3-yl)-1,3-dioxoisoindolin-5-yl)oxy)-3,6,9,12-tetraoxatetradecyl)oxy)-5-(5-methyl-5H-pyrido[4,3-b]indol-7-yl)nicotinonitrile